COC=1C(=CC(N2C(=C(SC12)C1=CC(=C(C=C1)OCCC)C)C(=O)O)=O)CC1=CC=CC2=CC=CC=C12 5-Methoxy-4-[(1-naphthyl)methyl]-2-oxo-8-(4-propoxy-3-methyl-phenyl)-7-thia-1-azabicyclo[4.3.0]nona-3,5,8-triene-9-carboxylic acid